(R)-1-(3-((5-chloro-2-((3-methyl-1-(pyrrolidin-3-yl)-1H-pyrazol-4-yl)amino)pyrimidin-4-yl)amino)propyl)pyrrolidin-2-one ClC=1C(=NC(=NC1)NC=1C(=NN(C1)[C@H]1CNCC1)C)NCCCN1C(CCC1)=O